9-(3-bromo-4,5-dichlorophenyl)-9H-carbazole BrC=1C=C(C=C(C1Cl)Cl)N1C2=CC=CC=C2C=2C=CC=CC12